FC1=C(C=C(C=C1)NC(=O)C=1N(C=C2C1OCC1C(NS2(=O)=O)CCN(C1)C(=O)C=1OC(=NN1)C)C)C N-(4-Fluoro-3-methylphenyl)-2-methyl-8-(5-methyl-1,3,4-oxadiazol-2-carbonyl)-5,5a,6,7,8,9,9a,10-octahydro-2H-pyrido[4,3-f]pyrrolo[3,4-b][1,4,5]oxathiazocin-1-carboxamid-4,4-dioxid